isoxazol-3-amine O1N=C(C=C1)N